COC1=CC=C(C=C1)C1(C(OC2=C1C=CC=C2)=O)CC p-methoxy-phenyl-ethyl-3H-benzofuran-2-one